(R)-1-(2-chloropyridin-3-yl)ethyl (4-(5-(6-cyanopicolinamido)pyridin-2-yl)-1-methyl-1H-1,2,3-triazol-5-yl)carbamate C(#N)C1=CC=CC(=N1)C(=O)NC=1C=CC(=NC1)C=1N=NN(C1NC(O[C@H](C)C=1C(=NC=CC1)Cl)=O)C